O1COCC2=C1C=CC=C2NC2=NC(=NC(=N2)NC2=CC=CC=1OCOCC12)Cl N2,N4-bis(benzo[d][1,3]dioxan-5-yl)-6-chloro-1,3,5-triazine-2,4-diamine